3-amino-4,4,4-trifluorocrotonic acid N\C(=C/C(=O)O)\C(F)(F)F